C(C)(=O)N[C@@H](CC(=O)O)C(=O)N[C@H](C(=O)NCC1=C(C=CC(=C1)OCCC1CNCCO1)C)CCC1=CC=CC=C1 (3S)-3-acetamido-4-(((2S)-1-((2-methyl-5-(2-(morpholin-2-yl)ethoxy)benzyl)amino)-1-oxo-4-phenylbutan-2-yl)amino)-4-oxobutanoic acid